C(C)(C)(C)OC(=O)N1CCN(CC1)C[C@H](C(C)C)N1CC(C1)C1=CC(=C2C=NN(C2=C1)C)C1=C(C=C(C=C1)F)C(N(C(C)C)CC)=O 4-[(2S)-2-[3-(4-{2-[ethyl(isopropyl)carbamoyl]-4-fluorophenyl}-1-methyl-1H-indazol-6-yl)azetidin-1-yl]-3-methylbutyl]piperazine-1-carboxylic acid tert-butyl ester